(3S,4R)-4-{[6-cyano-5-(hydroxymethyl)-7-(1,1,1-trifluoropropan-2-yl)pyrrolo[2,1-f][1,2,4]triazin-2-yl]amino}oxan-3-yl acetate C(C)(=O)O[C@@H]1COCC[C@H]1NC1=NN2C(C=N1)=C(C(=C2C(C(F)(F)F)C)C#N)CO